OCCCC1=NC(=CC(=C1)C=1C=C(C=CC1C)NC(=O)N1C[C@@H](CC1)CC(F)(F)F)N1CCOCC1 (3S)-N-[3-[2-(3-hydroxypropyl)-6-(morpholin-4-yl)pyridin-4-yl]-4-methylphenyl]-3-(2,2,2-trifluoroethyl)pyrrolidine-1-carboxamide